CC1=C(C=CC=C1C)N1CCN(CC1)C(CN1N=C(C2=C1C(CC2)O)C(=O)N2C[C@@H]([C@@H](CC2)O)F)=O 1-(4-(2,3-Dimethylphenyl)piperazin-1-yl)-2-(3-((3S,4R)-3-fluoro-4-hydroxypiperidin-1-carbonyl)-6-hydroxy-5,6-dihydrocyclopenta[c]pyrazol-1(4H)-yl)ethanon